N-cyclopropyl-2-(difluoromethoxy)-6-methoxy-4-[7-[3-(4-methylsulfonyl-1-piperidyl)propoxy]imidazo[1,2-a]pyridin-3-yl]benzamide C1(CC1)NC(C1=C(C=C(C=C1OC)C1=CN=C2N1C=CC(=C2)OCCCN2CCC(CC2)S(=O)(=O)C)OC(F)F)=O